C(C)(C)(C)C1=CC=C(COC=2NC=3N(C(C2)=O)N=C(C3C(=O)N3CC(C3)CF)C3=NC=CN=C3)C=C1 5-((4-(Tert-butyl)benzyl)oxy)-3-(3-(fluoromethyl)azetidine-1-carbonyl)-2-(pyrazin-2-yl)pyrazolo[1,5-a]pyrimidin-7(4H)-one